2-Hydroxy-2-trifluoromethyl-acetophenone OC(C(=O)C1=CC=CC=C1)C(F)(F)F